2,2-diethyl-6-[3-(p-tolyl)-1,2,4-oxadiazol-5-yl]chroman-4-one C(C)C1(OC2=CC=C(C=C2C(C1)=O)C1=NC(=NO1)C1=CC=C(C=C1)C)CC